7-(4-chlorophenyl)-2,2-dimethyl-4H-[1,3]-dioxino[5,4-c]pyridin-4-one ClC1=CC=C(C=C1)C1=CC2=C(C=N1)C(OC(O2)(C)C)=O